COC1=NC=C(C=C1S(=O)(=O)C1OC2(CC1N1CC3(COC3)C1)CCNCC2)C ((2-methoxy-5-methylpyridin-3-yl)sulfonyl)-3-(2-oxa-6-azaspiro[3.3]hept-6-yl)-1-oxa-8-azaspiro[4.5]decane